O=C1NC(CCC1C1=NN(C2=C(C=CC=C12)NC1CCC2(CN(C2)C(=O)OC(C)(C)C)CC1)C)=O tert-butyl 7-((3-(2,6-dioxopiperidin-3-yl)-1-methyl-1H-indazol-7-yl) amino)-2-azaspiro[3.5]nonane-2-carboxylate